N=1C(=CN2C=NC=CC21)C(=O)NN imidazo[1,2-c]pyrimidine-2-carbohydrazide